O1C(=NC2=C1C=CC=C2)C(=O)N2[C@H](C1=C(CC2)NC=N1)C1=NN2C(C=CC=C2)=C1 (R)-benzo[d]oxazol-2-yl(4-(pyrazolo[1,5-a]pyridin-2-yl)-1,4,6,7-tetrahydro-5H-imidazo[4,5-c]pyridin-5-yl)methanone